(4E,8E,12E,16E)-2-((4-hydroxy-2-iodo-5-methoxy-benzyl)amino)-2-oxoethyl 4,8,13,17,21-pentamethyl-docosa-4,8,12,16,20-pentaenoate C/C(/CCC(=O)OCC(=O)NCC1=C(C=C(C(=C1)OC)O)I)=C\CC\C(=C\CC\C=C(\CC\C=C(\CCC=C(C)C)/C)/C)\C